N-(5-(2-fluoro-4-(trifluoromethyl)phenoxy)-2-methoxyphenyl)-1-methyl-5-oxopyrrolidine-2-carboxamide FC1=C(OC=2C=CC(=C(C2)NC(=O)C2N(C(CC2)=O)C)OC)C=CC(=C1)C(F)(F)F